2-(2,6-Difluorophenyl)-4-(4-((isopropyldisulfaneyl)methyl)phenyl)-4,5-dihydrooxazole FC1=C(C(=CC=C1)F)C=1OCC(N1)C1=CC=C(C=C1)CSSC(C)C